O=C1NC(CCC1N1C(C2=CC(=CC(=C2C1=O)OCC(=O)O)OC)=O)=O [2-(2,6-Dioxo-piperidin-3-yl)-6-methoxy-1,3-dioxo-2,3-dihydro-1H-isoindol-4-yloxy]-acetic Acid